C1(CCC1)C1=CC=C2C=C(C(NC2=C1F)=O)C(=O)O 7-cyclobutyl-8-fluoro-2-oxo-1,2-dihydroquinoline-3-carboxylic acid